6-chloro-3-(methoxymethyl)-7-methyl-[1,2,4]triazolo[4,3-B]pyridazine ClC=1C(=CC=2N(N1)C(=NN2)COC)C